FC1=C(C=C2C(=CN(C(C2=C1)=O)C1=C(C=CC=C1)C)C(C)C)C=1N=C(N(C1)C([2H])([2H])[2H])C(C)(C)O 7-Fluoro-6-(2-(2-hydroxypropan-2-yl)-1-(methyl-d3)-1H-imidazol-4-yl)-4-isopropyl-2-(o-tolyl)isoquinolin-1(2H)-one